bis(carboxymethoxy)-7,7'-dimethyl-1,1'-binaphthyl C(=O)(O)COC=1C(=C(C2=CC(=CC=C2C1)C)C1=CC=CC2=CC=C(C=C12)C)OCC(=O)O